trifluoromethanesulfonic acid 1,3-dioxo-1H-benzo[de]Isoquinolin-2(3H)-yl ester O=C1N(C(C2=C3C(C=CC=C13)=CC=C2)=O)OS(=O)(=O)C(F)(F)F